FC(C1=NN=C(O1)C1=CC=C(CSC2=C(C(N(N=C2)C(C)(C)C)=O)Cl)C=C1)(F)F (4-(5-trifluoromethyl-1,3,4-oxadiazol-2-yl)benzylthio)-2-tert-butyl-4-chloropyridazin-3(2H)-one